C=C1C(C(C(C(=C1C(=O)O)C(=O)O)=C)C(=O)O)=C.C=C1C(C(C(C(=C1C(=O)O)C(=O)O)=C)C(=O)O)=C.C(CO)O ethylene glycol ditrimethylenetrimellitate